diethyl 2-(((3aR,5R,6R,6aR)-6-acetoxy-6-ethynyl-2,2-dimethyl-tetrahydrofuro[2,3-d][1,3]dioxol-5-yl)methoxy)-2-(4-(3-(2-acetoxyethyl)-2-oxotetrahydro-pyrimidin-1(2H)-yl)benzyl)malonate C(C)(=O)O[C@@]1([C@H](O[C@@H]2OC(O[C@@H]21)(C)C)COC(C(=O)OCC)(C(=O)OCC)CC2=CC=C(C=C2)N2C(N(CCC2)CCOC(C)=O)=O)C#C